6-Methyl-pyridine-2-carboxylic acid (3-benzoxazol-2-yl-adamantan-1-yl)-amide O1C(=NC2=C1C=CC=C2)C21CC3(CC(CC(C2)C3)C1)NC(=O)C1=NC(=CC=C1)C